[Cl-].ClC1=C(C=CC(=C1)NC(CCCCCCCCCCCCC)=O)C1=CC(OC2=CC(=CC=C12)O[C@@H](C(=O)N1CCC(CC1)NC(CCCCC[P+](C1=CC=CC=C1)(C1=CC=CC=C1)C1=CC=CC=C1)=O)C)=O [6-[[1-[(2R)-2-[4-[2-chloro-4-(tetradecanoylamino)phenyl]-2-oxo-chromen-7-yl]oxypropanoyl]-4-piperidyl]amino]-6-oxo-hexyl]-triphenyl-phosphonium chloride